methyl-cyclotetra-siloxane C[SiH]1O[SiH2]O[SiH2]O[SiH2]O1